3-ethyl-5-({5-[(2S)-hydroxy-2-phenylpropanoyl]-2H,4H,5H,6H-pyrrolo[3,4-c]pyrazol-2-yl}sulfonyl)-4-methyl-2,3-dihydro-1,3-thiazol-2-one C(C)N1C(SC(=C1C)S(=O)(=O)N1N=C2C(=C1)CN(C2)C([C@H](CO)C2=CC=CC=C2)=O)=O